3-(dimethylamino)-1-(m-tolyl)propan-1-one benzyl-(2S,3S)-3-(1,3,3a,4,6,6a-hexahydrofuro[3,4-c]pyrrol-5-yl)-2-(3-methoxy-2-methyl-phenyl)pyrrolidine-1-carboxylate C(C1=CC=CC=C1)OC(=O)N1[C@H]([C@H](CC1)N1CC2C(C1)COC2)C2=C(C(=CC=C2)OC)C.CN(CCC(=O)C=2C=C(C=CC2)C)C